(S)-2,2'-bis(methoxymethoxy)-1,1'-binaphthalene COCOC1=C(C2=CC=CC=C2C=C1)C3=C(C=CC4=CC=CC=C43)OCOC